C(C)(C)OC1=C(C(=CC=C1C1=C(C(=CC=C1)C)C)OC(C)C)C1=C(C=CC=C1)P(C(C)(C)C)C(C)(C)C [2',6'-Diisopropoxy-3'-(xylyl)-biphenyl-2-yl]-di-tert-butylphosphine